(S)-2-(4-Fluoro-2,6-dimethylbenzoyl)-3-(4-((1-(3-fluoropropyl)pyrrolidin-3-yl)oxy)phenoxy)benzo[b]thiophene-6-carboxylic acid FC1=CC(=C(C(=O)C2=C(C3=C(S2)C=C(C=C3)C(=O)O)OC3=CC=C(C=C3)O[C@@H]3CN(CC3)CCCF)C(=C1)C)C